(S)-N-(3-(6-aminopyridazin-3-yl)prop-2-yn-1-yl)-1-(6-methyl-4-(trifluoromethyl)pyridin-2-yl)-5-oxo-N-(m-tolyl)pyrrolidine-2-carboxamide NC1=CC=C(N=N1)C#CCN(C(=O)[C@H]1N(C(CC1)=O)C1=NC(=CC(=C1)C(F)(F)F)C)C=1C=C(C=CC1)C